2-(5-chloro-2-fluorophenyl)-N-[4-(1-cyclopropyl-1H-pyrazol-4-yl)-3-{[(dimethylamino)methylidene]sulfamoyl}phenyl]acetamide ClC=1C=CC(=C(C1)CC(=O)NC1=CC(=C(C=C1)C=1C=NN(C1)C1CC1)S(N=CN(C)C)(=O)=O)F